FC1=NC(=CC(=C1)N)F 2,6-difluoro-4-aminopyridine